2-(5-fluoro-4-hydroxypyrimidin-2-yl)-2-methylpropanamide FC=1C(=NC(=NC1)C(C(=O)N)(C)C)O